C(C1=CC=CC=C1)OC1=C(C(=O)NC=2C=C3C(=NC2)N(N=C3)C)C=C(C(=C1)OCC1=CC=CC=C1)C(C)C 2,4-bis(benzyloxy)-5-isopropyl-N-(1-methyl-1H-pyrazolo[3,4-b]pyridin-5-yl)benzamide